(1-((3-((tert-butyldimethyl silyl)oxy)propyl) sulfonyl)cyclopropyl)methyl methanesulfonate CS(=O)(=O)OCC1(CC1)S(=O)(=O)CCCO[Si](C)(C)C(C)(C)C